(1-(4-chlorophenyl)vinyl)boronic acid ClC1=CC=C(C=C1)C(=C)B(O)O